(Z)-3-(1-hydroxybutenyl)benzofuran-2-one tromethamine salt NC(CO)(CO)CO.O\C(=C/CC)\C1C(OC2=C1C=CC=C2)=O